2-Amino-N-[5-[(5-ethylpyridin-2-yl)carbamoyl]-2,4-difluorophenyl]-1,3-thiazole-5-carboxamide NC=1SC(=CN1)C(=O)NC1=C(C=C(C(=C1)C(NC1=NC=C(C=C1)CC)=O)F)F